(R)-N-(1-(5-(2-((methylamino)methyl)phenyl)thiophen-2-yl)ethyl)-7-morpholinopyrido[3,4-d]pyridazin-1-amine CNCC1=C(C=CC=C1)C1=CC=C(S1)[C@@H](C)NC1=C2C(=CN=N1)C=NC(=C2)N2CCOCC2